(E)-3-[4-[3-[Di(propan-2-yl)amino]-2-hydroxypropoxy]phenyl]-1-phenylprop-2-en-1-one CC(C)N(CC(COC1=CC=C(C=C1)/C=C/C(=O)C1=CC=CC=C1)O)C(C)C